tert-butyl 4-(4-(2,4-dioxotetrahydropyrimidin-1(2H)-yl)isoquinolin-8-yl)piperazine-1-carboxylate O=C1N(CCC(N1)=O)C1=CN=CC2=C(C=CC=C12)N1CCN(CC1)C(=O)OC(C)(C)C